S(=O)(=O)(C1=CC=C(C)C=C1)N1[C@H]([C@@H]2C[C@@H]2C1)C(=O)O |&1:11,o1:12,14| (1R*,5S*)-(2RS)-3-tosyl-3-azabicyclo[3.1.0]hexane-2-carboxylic acid